COC1=NC=C(C2=C1N=C(S2)NC(=O)N2C[C@]1(CCOC1)CC2)C2=CC=CC=C2 (R)-2-Oxa-7-aza-spiro[4.4]nonane-7-carboxylic acid (4-methoxy-7-phenyl-thiazolo[4,5-c]pyridin-2-yl)-amide